S(=O)(=O)(O)C(C(=O)[O-])(CCCCNC(=O)C=1C(=CC=CC1)C(SSC1=NC=CC=C1)C)N1C(CCC1=O)=O sulfosuccinimidyl-6-[α-methyl-α-(2-pyridyldithio)toluamido]hexanoate